1-Ethyl-3-(5-(2-fluoro-5-((5-fluoro-4-oxo-3,4-dihydrophthalazin-1-yl)methyl)phenyl)-1H-benzoimidazol-2-yl)urea C(C)NC(=O)NC1=NC2=C(N1)C=CC(=C2)C2=C(C=CC(=C2)CC2=NNC(C1=C(C=CC=C21)F)=O)F